4-((8-((1R,2R)-2-hydroxy-2-methylcyclopentyl)-6-iodo-7-oxo-7,8-dihydropyrido[2,3-d]pyrimidin-2-yl)amino)-N-methylbenzenesulfonamide O[C@]1([C@@H](CCC1)N1C(C(=CC2=C1N=C(N=C2)NC2=CC=C(C=C2)S(=O)(=O)NC)I)=O)C